(Z)-8-dodecenyl acetate (E)-8-dodecenyl-acetate C(CCCCCC\C=C\CCC)CC(=O)O.C(C)(=O)OCCCCCCC\C=C/CCC